C1(CCCCC1)OC(C(=O)N1CC2(CCCC2)C(CC1)(O)CN1C=C(C(=CC1=O)C1=CC=CC=C1)C(=O)N(C)C)C 1-((7-(2-(cyclohexyloxy)propionyl)-10-hydroxy-7-azaspiro[4.5]decan-10-yl)methyl)-N,N-dimethyl-6-oxo-4-phenyl-1,6-dihydropyridine-3-carboxamide